(2S)-1-(2-iodophenoxy)propan-2-amine hydrochloride Cl.IC1=C(OC[C@H](C)N)C=CC=C1